FC=1C=C(C=C(C1)C(F)(F)F)[C@@H]1[C@@H](N(C(O1)=O)C(=O)NCC=1C=CC=C2C=NC=NC12)C (4S,5R)-5-[3-fluoro-5-(trifluoromethyl)phenyl]-4-methyl-2-oxo-N-(quinazolin-8-ylmethyl)-1,3-oxazolidine-3-carboxamide